(R)-1-(1-acetylpyrrolidin-3-yl)-3-(4-phenoxyphenyl)-1H-imidazo[4,5-c]pyridin-2(3H)-one C(C)(=O)N1C[C@@H](CC1)N1C(N(C=2C=NC=CC21)C2=CC=C(C=C2)OC2=CC=CC=C2)=O